NCC(=O)NC=1C(=C(C(=O)NCC2=CC(=C(C=C2)OC)F)C(=CC1)Cl)OCC1CC1 3-(2-aminoacetylamino)-6-chloro-2-(cyclopropylmethoxy)-N-(3-fluoro-4-methoxybenzyl)benzamide